2-(2-(cyclopropanesulfonylamino)pyrimidin-4-yl)-2,2-difluoroacetic acid C1(CC1)S(=O)(=O)NC1=NC=CC(=N1)C(C(=O)O)(F)F